3-(4-[(4-chloro-2-(7-chloro-5-(trifluoromethyl)-1H-1,3-benzodiazol-2-yl)phenyl) Aminosulfonyl]piperazin-1-yl)azetidine-1-carboxylate ClC1=CC(=C(C=C1)NS(=O)(=O)N1CCN(CC1)C1CN(C1)C(=O)[O-])C1=NC2=C(N1)C(=CC(=C2)C(F)(F)F)Cl